4-butyl-resorcinol C(CCC)C1=C(C=C(O)C=C1)O